C(=O)(C=C)[O] acryl-oxygen